ClC1=CC=C(S1)NC(=O)C=1SC=CN1 N-(5-chlorothiophene-2-yl)thiazole-2-carboxamide